2-[4-(4,6-bis{2-hydroxy-4-[1-(6-methyl-heptyloxycarbonyl)-ethoxy]-phenyl}-[1,3,5]triazin-2-yl)-3-hydroxyphenoxy]-propionic acid 6-methylheptyl ester CC(CCCCCOC(C(C)OC1=CC(=C(C=C1)C1=NC(=NC(=N1)C1=C(C=C(C=C1)OC(C)C(=O)OCCCCCC(C)C)O)C1=C(C=C(C=C1)OC(C)C(=O)OCCCCCC(C)C)O)O)=O)C